CC1OC2=C(C(S1)C(F)(F)F)C=CC(=C2)C(=O)O 2-methyl-4-(trifluoromethyl)-1,3-benzoxathiane-7-formic acid